Dimesityl-(4-vinylphenyl)phosphorus C1(=C(C(=CC(=C1)C)C)P(C1=CC=C(C=C1)C=C)C1=C(C=C(C=C1C)C)C)C